4-(pyridin-3-ylamino)cyclobut-3-ene-1,2-dione N1=CC(=CC=C1)NC1=CC(C1=O)=O